3-cyclopentylacetate C1CC(CC1)CC(=O)[O-]